N-(2-((2,5-dichloropyrimidin-4-yl)amino)-6-methylphenyl)-N-ethylmethanesulfonamide ClC1=NC=C(C(=N1)NC1=C(C(=CC=C1)C)N(S(=O)(=O)C)CC)Cl